FC(COC1(CCCCC1)N)F (2,2-Difluoroethoxy)cyclohexan-1-amine